3-oxocyclopent-1-en-1-yl pivalate C(C(C)(C)C)(=O)OC1=CC(CC1)=O